5-(pentyloxy)benzene-1,3-diol C(CCCC)OC=1C=C(C=C(C1)O)O